C(C)(=O)OCC1=C(C(=CC=C1CC1NCCC2=CC(=C(C=C12)OCC1=CC=CC=C1)OC([2H])([2H])[2H])OC)OCC1=CC=CC=C1 2-(benzyloxy)-6-((7-(benzyloxy)-6-(methoxy-d3)-1,2,3,4-tetrahydroisoquinolin-1-yl) methyl)-3-methoxybenzyl acetate